ClC1=NN2C(N=CC3=C2C2(C[C@@H]3C(=O)NC=3C=NC(=C(C3)Cl)N3N=CC(=N3)[C@@H](C)O)CCC2)=C1 (S)-2'-chloro-N-(5-chloro-6-(4-((R)-1-hydroxyethyl)-2H-1,2,3-triazol-2-yl)pyridin-3-yl)-6',7'-dihydrospiro[cyclobutane-1,8'-cyclopenta[e]pyrazolo[1,5-a]pyrimidine]-6'-carboxamide